ClC=1C=C(C=CC1F)N1C(=NOC1=O)C=1C(=NON1)NC(C(F)(F)F)=O N-{4-[4-(3-chloro-4-fluorophenyl)-5-oxo-4,5-dihydro-1,2,4-oxadiazol-3-yl]-1,2,5-oxadiazol-3-yl}-2,2,2-trifluoroacetamide